BrC=1C=C2C(=NC=NN2C1)C1=CC(=C(CNC(OCC2=CC=CC=C2)=O)C=C1)C benzyl (4-(6-bromopyrrolo[2,1-f][1,2,4]triazine-4-yl)-2-methylbenzyl)carbamate